C1(CCCCC1)NC(CCCCCC[NH-])C1=CC=CC=2N(C(N(C21)C)=O)C2C(NC(CC2)=O)=O 7-(Cyclohexylamino)-N-(1-(2,6-dioxopiperidin-3-yl)-3-methyl-2-oxo-2,3-dihydro-1H-benzo[d]imidazol-4-yl)heptylamide